CC1=C(C=C(C=C1C)B1OC(C(O1)(C)C)(C)C)C1(COC1)O 3-(2,3-dimethyl-5-(4,4,5,5-tetramethyl-1,3,2-dioxaborolan-2-yl)phenyl)oxetan-3-ol